C(#N)/C(=C/C1=CC2=CC=C(C=C2C=C1)N1CCCCC1)/S(=O)(=O)NCCOCCOCCOC (Z)-1-cyano-N-(2-(2-(2-methoxyethoxy)ethoxy)ethyl)-2-(6-(piperidin-1-yl)naphthalen-2-yl)vinylsulfonamide